(S)-2-amino-3-(4-(2-methyl-3-oxo-5-((1-phenyl-2,5,8,11-tetraoxatridecan-13-yl)oxy)-2,3-dihydropyridazin-4-yl)phenyl)propanoic acid N[C@H](C(=O)O)CC1=CC=C(C=C1)C=1C(N(N=CC1OCCOCCOCCOCCOCC1=CC=CC=C1)C)=O